ClCC=1N=NN(C1)C1=CC(=C(C=C1)[N+](=O)[O-])OC 4-(chloromethyl)-1-(3-methoxy-4-nitrophenyl)-1H-1,2,3-triazole